C(C1=CC=CC=C1)OC=1C=C(C(=O)NC2=C(C=CC(=C2)C2=NN3C(S2)=NN=C3C)C)C=CC1 3-(benzyloxy)-N-(2-methyl-5-{3-methyl-[1,2,4]triazolo[3,4-b][1,3,4]thiadiazol-6-yl}phenyl)benzamide